6-(3-cyano-1-methyl-2-oxo-1,2-dihydroquinolin-4-yl)-2,6-diazaspiro[3.4]octane-2-carboxylic acid tert-butyl ester C(C)(C)(C)OC(=O)N1CC2(C1)CN(CC2)C2=C(C(N(C1=CC=CC=C21)C)=O)C#N